CN(C(CNC(=O)C1=NC(=C(N=C1N)C(F)(F)F)Br)C1=CC=CC=C1)C 3-Amino-6-bromo-5-trifluoromethyl-pyrazine-2-carboxylic acid (2-dimethylamino-2-phenyl-ethyl)-amide